CC1(OB(OC1(C)C)C=1CCN(CC1)CC)C 1-(4-(4,4,5,5-tetramethyl-1,3,2-dioxaborolan-2-yl)-3,6-dihydropyridin-1(2H)-yl)ethane